(5r,7r)-N-(2,4-dichloro-6-methylbenzyl)-7-hydroxy-6,7-dihydro-5H-cyclopenta[b]pyridine-5-carboxamide ClC1=C(CNC(=O)[C@@H]2C[C@H](C3=NC=CC=C32)O)C(=CC(=C1)Cl)C